FC(C(N)C=1N=CN(C1)COCC[Si](C)(C)C)F 2,2-Difluoro-1-(1-((2-(trimethylsilyl)ethoxy)methyl)-1H-imidazol-4-yl)ethan-1-amine